NC([C@H](CO)NC(=O)[C@H]1N(CCC1)C(=O)[C@H]1N(CCC1)C([C@H]([C@@H](C)O)N)=O)=O (S)-N-((S)-1-amino-3-hydroxy-1-oxopropan-2-yl)-1-((S)-1-((2S,3R)-2-amino-3-hydroxybutanoyl)pyrrolidine-2-carbonyl)pyrrolidine-2-carboxamide